tri-(4-methyl-phenyl)phosphine (R)-1-acetyl-4-methyl-cyclohex-3-en-1-yl-benzoate C(C)(=O)[C@@]1(CC=C(CC1)C)OC(C1=CC=CC=C1)=O.CC1=CC=C(C=C1)P(C1=CC=C(C=C1)C)C1=CC=C(C=C1)C